BrC=1C=C(C=C2C3(C(NC12)=O)CC3)F 7'-bromo-5'-fluoro-1',2'-dihydrospiro[cyclopropane-1,3'-indole]-2'-one